4-Hydroxyethyl-PiperazineEthanesulfonic Acid OCCN1CCN(CC1)CCS(=O)(=O)O